FC=1C(=NC(=NC1)NC1=CC(=CC=C1)OC)O[C@H]1CN(CCC1)C(C=C)=O (R)-1-(3-(5-fluoro-2-(3-methoxyphenylamino)pyrimidin-4-yloxy)piperidin-1-yl)prop-2-en-1-one